1-bromo-3-fluoro-2,4-dimethoxybenzene BrC1=C(C(=C(C=C1)OC)F)OC